2-bromo-6-(4-penten-1-oxy)pyridine BrC1=NC(=CC=C1)OCCCC=C